N-(6-{[6-(5-chloro-2-fluorophenyl)-3-[(2-hydroxyethyl)sulfanyl]pyridazin-4-yl]amino}pyrimidin-4-yl)-3-(4-cyclopropylpiperazin-1-yl)cyclobutane-1-carboxamide ClC=1C=CC(=C(C1)C1=CC(=C(N=N1)SCCO)NC1=CC(=NC=N1)NC(=O)C1CC(C1)N1CCN(CC1)C1CC1)F